C(#N)C1=C(C=C(C=C1)[C@@H]1N(C(OC1)(C)C)C(=O)OC(C)(C)C)C1=NC=NN1C(F)F tert-butyl (S)-4-(4-cyano-3-(1-(difluoromethyl)-1H-1,2,4-triazol-5-yl)phenyl)-2,2-dimethyloxazolidine-3-carboxylate